C(C)(C)[Si](C(C)C)(C(C)C)C#CC=1C=NN2C1OCC2 7-((triisopropylsilyl)ethynyl)-2,3-dihydropyrazolo[5,1-b]oxazole